C1(CC1)N1N=CC(=C1)C(=O)NC1=CC(=CC=C1)[C@H](C)NC=1C=NC=2C(N1)=NN(C2)CC (S)-1-cyclopropyl-N-(3-(1-((2-ethyl-2H-pyrazolo[3,4-b]pyrazin-6-yl)amino)ethyl)phenyl)-1H-pyrazole-4-carboxamide